4-(4-morpholinopyrazol-1-yl)aniline O1CCN(CC1)C=1C=NN(C1)C1=CC=C(N)C=C1